C(OCC=C)(=O)Cl allyl carbonochloridate